CC(C)[C@@H]1C[C@H]([C@H]2[C@]1(CC[C@@]3([C@@]2(CC=C4[C@H]3[C@H](C[C@@H]5[C@@]4(CC[C@@H](C5(C)C)O)C)OC(=O)C)C)C)CO)O The molecule is a pentacyclic triterpenoid that is rubiarbonol A in which the hydroxy group at position 7 is replaced by an acetyloxy group. It has been isolated from the roots of Rubia yunnanensis. It has a role as a plant metabolite. It is a pentacyclic triterpenoid, a triol and an acetate ester. It derives from a rubiarbonol A.